1-[2,6-Dichloro-4-(1,1,1,2,3,3,3-heptafluoropropan-2-yl)phenyl]-1H-pyrazole ClC1=C(C(=CC(=C1)C(C(F)(F)F)(C(F)(F)F)F)Cl)N1N=CC=C1